thiophene-3,4-dicarboxylic acid diethyl ester C(C)OC(=O)C1=CSC=C1C(=O)OCC